6-[4-(5-Chloro-1-methylindol-3-yl)piperidine-1-carbonyl]-4H-1,4-benzoxazin-3-one ClC=1C=C2C(=CN(C2=CC1)C)C1CCN(CC1)C(=O)C=1C=CC2=C(NC(CO2)=O)C1